O1CC[C@@H](C2=CC=CC=C12)NC(=O)C1=CC2=C(N=C(S2)C=2C=NC(=CC2)C(F)(F)F)C=C1 (S)-N-(chroman-4-yl)-2-(6-(trifluorometh-yl)pyridin-3-yl)benzo-[d]thiazole-6-carboxamide